2-chloro-6,7-dimethoxy-N-(1H-pyrrol-3-ylmethyl)quinazolin-4-amine ClC1=NC2=CC(=C(C=C2C(=N1)NCC1=CNC=C1)OC)OC